C(C)C1=C(C=CC(=C1)C)S(=O)(=O)OOC=1C=C2C(N(C(C2=CC1)=O)C1C(NC(CC1)=O)=O)=O ((2-(2,6-dioxopiperidin-3-yl)-1,3-dioxoisoindolin-5-yl) oxy) ethyl-4-methylbenzenesulfonate